tert-butyl (S)-(1-oxo-1-((4-(3-(2-oxo-2-(pyrrolidin-1-yl)ethyl)pyridin-4-yl)phenyl)amino)-3,3-diphenylpropan-2-yl)carbamate O=C([C@H](C(C1=CC=CC=C1)C1=CC=CC=C1)NC(OC(C)(C)C)=O)NC1=CC=C(C=C1)C1=C(C=NC=C1)CC(N1CCCC1)=O